OC(C(C(=O)[O-])=O)(C)C 3-hydroxy-2-oxo-3-methyl-butanoate